ClC1=C(C=CC=C1)C1=CC=CC2=C1OC1=C2C=CC=C1C1=CC=CC=C1 4-(2-chlorophenyl)-6-phenyldibenzo[b,d]furan